4-(3-methacryloyloxy-2-hydroxypropoxy)benzophenone C(C(=C)C)(=O)OCC(COC1=CC=C(C(=O)C2=CC=CC=C2)C=C1)O